ClC1=CC2=C(N(C(N=C2N2[C@H](CN([C@@H](C2)C)C(C=C)=O)C)=O)C=2C(=NC=CC2C)C(C)C)N=C1C1=C(C(=CC=C1)F)F (M)-6-Chloro-7-(2,3-difluorophenyl)-4-[(2S,5R)-2,5-dimethyl-4-prop-2-enoyl-piperazin-1-yl]-1-(2-isopropyl-4-methyl-3-pyridyl)pyrido[2,3-d]pyrimidin-2-one